N-cyclopropyl-5-fluoro-2-({3-[(E)-2-{4-[(pyrrolidin-1-yl)methyl]pyridin-2-yl}vinyl]-1H-indazol-6-yl}thio)benzamide C1(CC1)NC(C1=C(C=CC(=C1)F)SC1=CC=C2C(=NNC2=C1)\C=C\C1=NC=CC(=C1)CN1CCCC1)=O